O=S1(CC(C1)N1C=CC2=CC=C(C=C12)C(=O)N)=O 1,1-dioxidothietan-3-yl-1H-indole-6-carboxamide